ClC1=NC(=C(C=C1C(=O)NC(NC=1C(=NC=CC1C)C(C)C)=O)F)Cl 2,6-dichloro-5-fluoro-N-[(2-isopropyl-4-methyl-3-pyridyl)carbamoyl]pyridine-3-carboxamide